C(C)OC(=O)N1CC(C(CC1)(OC)OC)OC 3,4,4-Trimethoxypiperidine-1-carboxylic acid ethyl ester